(e)-2-(2-tolylmethylene)-7-bromo-1-tetralone C1(=C(C=CC=C1)\C=C/1\C(C2=CC(=CC=C2CC1)Br)=O)C